(S)-4-Pyridyl-alanine N1=CC=C(C=C1)N[C@@H](C)C(=O)O